(R)-4-chloro-7-((4-methoxy-3,5-dimethylpyridin-2-yl)methyl)-5-(3-(piperazin-1-yl)propyl)-6,7-dihydro-5H-pyrrolo[2,3-d]pyrimidin-2-amine ClC=1C2=C(N=C(N1)N)N(C[C@@H]2CCCN2CCNCC2)CC2=NC=C(C(=C2C)OC)C